ClC=1C=CC(=C(C1)F)C 5-chloro-2-methyl-fluorobenzene